NC(C(=O)O)CC1=CNC2=CN=CC=C21 2-amino-3-(1H-pyrrolo[2,3-c]pyridin-3-yl)propanoic acid